O=C1N(CCC1)CC(=O)N 2-(2-oxo-pyrrolidine-1-yl)acetamide